((2-oxopropionyl)oxy)but-2-ynoic acid methyl ester COC(C#CCOC(C(C)=O)=O)=O